(1S,3S,5S)-N-(3-carbamimidoyl-4,5,6,7-tetrahydrobenzo[b]thiophen-6-yl)-5-methyl-2-((4-phenoxybenzoyl)glycyl)-2-azabicyclo[3.1.0]hexane-3-carboxamide C(N)(=N)C=1C2=C(SC1)CC(CC2)NC(=O)[C@H]2N([C@H]1C[C@]1(C2)C)C(CNC(C2=CC=C(C=C2)OC2=CC=CC=C2)=O)=O